FC=1C=C(CCNC(NC2=CC=C(OC3=NC=NC4=CC(=C(C=C34)NC(CCCC)=O)OC)C=C2)=O)C=CC1 N-(4-(4-(3-(3-fluorophenethyl)ureido)phenoxy)-7-methoxyquinazolin-6-yl)pentanamide